ClC1=C(C=CC(=C1)Cl)N1N=C(C=C1)OC\C=C(/C(/C(=O)NC)=N\OC)\C (Z,2e)-5-[1-(2,4-dichlorophenyl)pyrazol-3-yl]-oxy-2-methoxyimino-N,3-dimethyl-pent-3-en-amide